ClCCC1(CC2(COC2)CC1)[N+](=O)[O-] 6-(2-chloroethyl)-2-oxa-6-Nitrospiro[3.4]octane